C(C)S(=O)C=1C(=NC=C(C1)C(F)(F)F)C1=NC=2C(=NC=C(C2)C(C(F)(F)F)(F)F)N1C 2-(3-ethylsulfinyl-5-trifluoromethyl-pyridin-2-yl)-3-methyl-6-pentafluoroethyl-3H-imidazo[4,5-b]pyridine